1,8-dihydroxy-2-(4-sulfophenylazo)naphthalene-3,6-disulfonic acid trisodium salt [Na+].[Na+].[Na+].OC1=C(C(=CC2=CC(=CC(=C12)O)S(=O)(=O)[O-])S(=O)(=O)[O-])N=NC1=CC=C(C=C1)S(=O)(=O)[O-]